5-[1-(4-chlorophenyl)pyrazol-3-yl]oxy-2-methoxyimino-N,3-dimethyl-pent-3-enamide ClC1=CC=C(C=C1)N1N=C(C=C1)OCC=C(C(C(=O)NC)=NOC)C